C1(CC1)C=1C=C(C(=NC1)C1=NN=C(C2=CC=CC=C12)N[C@H]1CN(CCC1)C)OCOC 4-[5-cyclopropyl-3-(methoxymethoxy)-2-pyridyl]-N-[(3R)-1-methyl-3-piperidyl]phthalazin-1-amine